O[C@H]1C[C@H]2[C@H]([C@H]([C@H]3[C@@H]4CC[C@H]([C@@H](CCC(=O)OCC)C)[C@]4(CC[C@@H]3[C@]2(CC1)C)C)O)CC ethyl 3α,7α-dihydroxy-6α-ethyl-5β-cholan-24-oate